C1(=C(C=CC=C1)C(C(C(=O)O)(O)C1=C(C=CC=C1)C)(O)C(=O)O)C ditolyl-tartaric acid